C(C)(=O)N1CCC(CC1)NCC1=CN(C2=NC(=CC=C21)C=2C(=C(C=CC2)C2=C(C(=NC=C2)C2=CC(=C(CNC[C@@H]1CCC(N1)=O)C=C2)OC)Cl)Cl)C (S)-5-(((4-(4-(3-(3-(((1-acetylpiperidin-4-yl)amino)methyl)-1-methyl-1H-pyrrolo[2,3-b]pyridin-6-yl)-2-chlorophenyl)-3-chloropyridin-2-yl)-2-methoxybenzyl)amino)methyl)pyrrolidin-2-one